CC1SCC=N1 2-methyl-3-thiazoline